C(C)(C)(C)OC(N(C)C=1N=C(SC1C1CCOCC1)Br)=O (2-bromo-5-(tetrahydro-2H-pyran-4-yl)thiazol-4-yl)(methyl)carbamic acid tert-butyl ester